2-butyl-1,3-propanediol disodium 3-(N-carboxymethyldodecylamino)propane-1-sulfonate C(=O)(O)CN(CCCS(=O)(=O)[O-])CCCCCCCCCCCC.[Na+].[Na+].C(CCC)C(CO)CO.C(=O)(O)CN(CCCCCCCCCCCC)CCCS(=O)(=O)[O-]